N[C@H](CCC(=O)O)C(=O)O D-glutamic acid